C(#N)C1(CC1)NS(=O)(=O)C=1C=C(C=2N(C1)C(=NC2)C=2SC(=NN2)C(F)F)N2C[C@H](N(CC2)C(C(C)(C)F)=O)C (R)-N-(1-cyanocyclopropyl)-3-(5-(difluoromethyl)-1,3,4-thiadiazol-2-yl)-8-(4-(2-fluoro-2-methylpropanoyl)-3-methylpiperazin-1-yl)imidazo[1,5-a]pyridine-6-sulfonamide